(R)-4-AMINOHEX-5-ENOIC ACID N[C@H](CCC(=O)O)C=C